COC1=CSC=C1 L-3-methoxythiophene